[Br-].C(CCC)[N+]1(CCCCC1)C N-butyl-methyl-piperidinium bromide